(1s,3s)-5'-Chloro-3-(1H-1,2,4-triazol-1-yl)-1',2'-dihydrospiro[cyclobutane-1,3'-pyrrolo[2,3-b]pyridine] ClC=1C=C2C(=NC1)NCC21CC(C1)N1N=CN=C1